1-(5-chloro-4-(5,5-dimethyl-5,6-dihydro-4H-pyrrolo[1,2-b]pyrazol-3-yl)pyridin-2-yl)-3-(pyrrolidin-3-yl)urea trifluoroacetate FC(C(=O)O)(F)F.ClC=1C(=CC(=NC1)NC(=O)NC1CNCC1)C1=C2N(N=C1)CC(C2)(C)C